(2S,4R)-4-(2-((4-(5-methoxypyridin-3-yl)-3-methylphenyl)amino)-2-oxoethyl)-1-(2-methylbenzofuro[3,2-d]pyrimidin-4-yl)pyrrolidine COC=1C=C(C=NC1)C1=C(C=C(C=C1)NC(C[C@H]1CCN(C1)C=1C2=C(N=C(N1)C)C1=C(O2)C=CC=C1)=O)C